tert-butyl (1s,4s)-5-(5-((4-((4-(acetamidomethyl) piperidin-1-yl) methyl)-6-(3,5-dichlorophenyl) pyridin-2-yl) oxy) pyridin-2-yl)-2,5-diazabicyclo[2.2.1]heptane-2-carboxylate C(C)(=O)NCC1CCN(CC1)CC1=CC(=NC(=C1)C1=CC(=CC(=C1)Cl)Cl)OC=1C=CC(=NC1)N1[C@@H]2CN([C@H](C1)C2)C(=O)OC(C)(C)C